1,2-dimethyl-4,5,6,7-tetrahydroindenyl-titanium trimethoxide C[O-].C[O-].C[O-].CC1C(=C(C=2CCCCC12)[Ti+3])C